COC(N(CC(C)(C)NO)C1(CC1)C1=CC(=C(C=C1)F)C(F)(F)F)=O (1-(4-fluoro-3-(trifluoromethyl)phenyl)cyclopropyl)(2-(hydroxyamino)-2-methylpropyl)carbamic acid methyl ester